3-chloro-2-(2,4-difluorophenoxy)-5-(methylsulfonyl)-5H-pyrrolo[2,3-B]pyrazine ClC1=C(N=C2C(=N1)N(C=C2)S(=O)(=O)C)OC2=C(C=C(C=C2)F)F